rac-5-(aminomethyl)-5-(pyridazin-3-yl)imidazolidine-2,4-dione hydrochloride rac-tert-butyl-{[2,5-dioxo-4-(pyridazin-3-yl)imidazolidin-4-yl]methyl}carbamate C(C)(C)(C)N(C(O)=O)C[C@@]1(NC(NC1=O)=O)C=1N=NC=CC1.Cl.NC[C@]1(C(NC(N1)=O)=O)C=1N=NC=CC1 |r|